CN1CC(C(CC1)=C)C 1,3-dimethyl-4-methylenepiperidine